1-(2,3-difluorophenyl)-N-{6,7-dimethoxy-1H,2H,3H-cyclopenta[b]quinolin-9-yl}piperidin-4-amine FC1=C(C=CC=C1F)N1CCC(CC1)NC1=C2C(=NC=3C=C(C(=CC13)OC)OC)CCC2